1,3-bis(1-(2-(2-isopropoxyethoxy)ethoxy)prop-1-en-2-yl)benzene C(C)(C)OCCOCCOC=C(C)C1=CC(=CC=C1)C(=COCCOCCOC(C)C)C